tert-butyl (S)-2-(5-(ethoxycarbonyl)-4-(4-((4-ethylpyridin-2-yl)carbamoyl)phenyl)-1H-imidazol-2-yl)piperidine-1-carboxylate C(C)OC(=O)C1=C(N=C(N1)[C@H]1N(CCCC1)C(=O)OC(C)(C)C)C1=CC=C(C=C1)C(NC1=NC=CC(=C1)CC)=O